FC1=C(C2=C(C(=C(C(=C2C(=C1F)F)F)F)F)F)[B-](C1=C(C(=C(C2=C(C(=C(C(=C12)F)F)F)F)F)F)F)(C1=C(C(=C(C2=C(C(=C(C(=C12)F)F)F)F)F)F)F)C1=C(C(=C(C2=C(C(=C(C(=C12)F)F)F)F)F)F)F.[NH4+] ammonium tetrakis(perfluoronaphthyl)borate